chloro-3-cyclobutyl-1-(tetrahydro-2H-pyran-2-yl)-1H-pyrazolo[4,3-b]pyridine-7-carbaldehyde ClC1=CC(=C2C(=N1)C(=NN2C2OCCCC2)C2CCC2)C=O